2-amino-7-(4-chlorobenzyl)-9-((2R,3R,5S)-3-hydroxy-5-(hydroxymethyl)tetrahydrofuran-2-yl)-7,9-dihydro-8H-purin-8-one NC1=NC=C2N(C(N(C2=N1)[C@@H]1O[C@@H](C[C@H]1O)CO)=O)CC1=CC=C(C=C1)Cl